BrC1=C(CN2C3=CC=CC=C3C=3C=CC=CC23)C=CC=C1 9-(2-bromobenzyl)-9H-carbazole